3,5-dichloropyrazolo[1,5-a]pyrimidine ClC=1C=NN2C1N=C(C=C2)Cl